C12CN(CC(CC1)O2)C2=CC(=C(N=N2)CNC(=O)C2=CC=NN2)N2C(CC(CC2)(F)F)C N-((6-(8-oxa-3-azabicyclo[3.2.1]oct-3-yl)-4-(4,4-difluoro-2-methylpiperidin-1-yl)pyridazin-3-yl)methyl)-1H-pyrazole-5-carboxamide